CC=1C(=C(C(=O)[O-])C=CC1C(=O)[O-])CC(CCCC)CC methyl(2-ethylhexyl)terephthalate